ClC=1N=C(N(C1C1=CC=C(C=C1)C)S(=O)(=O)N(C)C)C#N 4-chloro-1-(dimethylaminosulfonyl)-5-(p-tolyl)imidazole-2-carbonitrile